bis(4-iodophenyl)phenylsulfonium bromide [Br-].IC1=CC=C(C=C1)[S+](C1=CC=CC=C1)C1=CC=C(C=C1)I